C(C)O[Si](CC(CC(C)(C)C)C)(OCC)OCC triethoxy(2,4,4-trimethylpentyl)silane